CC1=C(C(CCC1O)(C)C)/C=C/C(=C/C=C/C(=C/CO)/C)/C The molecule is a retinoid that consists of all-trans-retinol having a hydroxy substituent at position 4 on the cyclohexenyl ring. It has a role as a human xenobiotic metabolite and a mouse metabolite. It is a retinoid and a diol. It derives from an all-trans-retinol.